FC=1C=C2C(C(=C(N(C2=C(C1)OCC(=O)OC(C)(C)C)C)CO)I)=C=O tert-butyl 2-((6-fluoro-2-(hydroxymethyl)-3-iodo-1-methyl-4-carbonyl-1,4-dihydroquinolin-8-yl)oxy)acetate